C(C)(C)OC1CN(C1)C(=O)O[C@@H]1CC[C@H](CC1)C(N(CC12CCC(CC1)(CC2)C2=CC(=C(C=C2)OC)C)C2=NC=CC(=C2)C=2C=NN(C2)C(C)C)=O 4-((4-(1-Isopropyl-1H-pyrazol-4-yl)pyridin-2-yl)((4-(4-methoxy-3-methylphenyl)bicyclo[2.2.2]octan-1-yl)methyl)carbamoyl)(trans-cyclohexyl) 3-isopropoxyazetidine-1-carboxylate